N-(4-{1-[(4-fluorophenyl)carbonyl]piperidin-4-yl}butyl)-1H-pyrrolo[3,2-c]pyridine-2-carboxamide FC1=CC=C(C=C1)C(=O)N1CCC(CC1)CCCCNC(=O)C1=CC=2C=NC=CC2N1